C(C1=CC=CC=C1)N(C(=O)N[C@H](C(=O)N[C@@H](C)C1=NC2=C(N1)C=CC=C2F)CC(=O)N2[C@H](CCCC2)C)C (2S)-2-[[benzyl(methyl)carbamoyl]amino]-N-[(1S)-1-(4-fluoro-1H-benzimidazol-2-yl)ethyl]-4-[(2S)-2-methyl-1-piperidyl]-4-oxo-butanamide